tert-butyl (R)-4-(4-(4-(1-(5-(tert-butyl)-1,2,4-oxadiazole-3-carboxamido)ethyl)-3-methylphenyl)pyridin-3-yl)piperazine-1-carboxylate C(C)(C)(C)C1=NC(=NO1)C(=O)N[C@H](C)C1=C(C=C(C=C1)C1=C(C=NC=C1)N1CCN(CC1)C(=O)OC(C)(C)C)C